2-(8-methylquinolin-6-oyl)acetic acid CC=1C=C(C=C2C=CC=NC12)C(=O)CC(=O)O